2-methyl-5-((1S,5R)-3-methyl-3,6-diazabicyclo[3.2.0]heptan-6-yl)benzoic acid CC1=C(C(=O)O)C=C(C=C1)N1[C@H]2CN(C[C@H]2C1)C